N1=C(C=CC=C1)[C@]1(CC2(OCC1)CC1CC1C2)CCN ({2-[(4'R)-4'-(pyridin-2-yl)spiro[bicyclo[3.1.0]hexane-3,2'-oxane]-4'-yl]ethyl})amine